ClCC1=CC=C(C=C1)N1C(NCCC1)=O 1-(4-(chloro-methyl)phenyl)tetrahydropyrimidin-2(1H)-one